C(C)OC(=O)C=1SC(=C(N1)C(=O)N1[C@H](CC(C1)(F)F)C)C=1C=NC(=CC1C(F)F)N[C@H](C(F)(F)F)C1CC1 5-(6-(((S)-1-cyclopropyl-2,2,2-trifluoroethyl)amino)-4-(difluoromethyl)pyridin-3-yl)-4-((S)-4,4-difluoro-2-methylpyrrolidine-1-carbonyl)thiazole-2-carboxylic acid ethyl ester